2-BORONO-1-METHYL-1H-INDOLE-6-CARBOXYLIC ACID B(O)(O)C=1N(C2=CC(=CC=C2C1)C(=O)O)C